[Pt](Cl)Cl.CP(C)C.CP(C)C bis(trimethylphosphine) platinum (ii) chloride